C(C1=CC=CC=C1)SC=1C(NC(=CC1)C1=CC(=C(C=C1)C)C)=O 3-(benzylthio)-6-(3,4-dimethylphenyl)pyridin-2(1H)-one